BrC=1C=C(C=NC1)N1N=C2C(=C1Cl)CCC2C2=CC=CC=C2 2-(5-bromopyridin-3-yl)-3-chloro-6-phenyl-2,4,5,6-tetrahydrocyclopenta[c]pyrazole